BrC1=C(C=CC=C1C=1N=C(C(=NC1)C=O)OC)C1=C(C(=CC=C1)C=1N=C(C(=NC1)C=O)OC)Br 5,5'-(2,2'-dibromo-[1,1'-biphenyl]-3,3'-diyl)bis(3-methoxypyrazine-2-carbaldehyde)